C(C)(C)(C)N1CCC2(CC1)/C(/C1=C(N=C(S1)Cl)C2)=N/[S@](=O)C(C)(C)C tert-butyl-(R,Z)-6-((tert-butylsulfinyl)imino)-2-chloro-4,6-dihydrospiro[cyclopenta[d]thiazole-5,4'-piperidine]